IC1=C(C(=C(C(=C1C(=O)O)I)C(=O)O)I)C(=O)O 2,4,6-triiodobenzene-1,3,5-tricarboxylic acid